ClC1=CC=C(C=C1)C1=CC=2C(=NC=C3C=CC(N(C23)C2=CC=C(C(=O)NC3CC3)C=C2)=N)C=C1 4-(9-(4-Chlorophenyl)-2-iminobenzo[H][1,6]naphthyridin-1(2H)-yl)-N-cyclopropylbenzamide